C(#N)C1=C(NC(C(=C1C=1SC=CC1)C#N)=O)SCC=1C=C(C=CC1)CC(=O)O [3-(3,5-dicyano-6-oxo-4-thiophen-2-yl-1,6-dihydro-pyridin-2-ylsulfanylmethyl)-phenyl]-acetic acid